ClC(C1=CC(=CC(=N1)C(=O)NC)C(=O)N[C@@H]1[C@H](C1)C)C1=CC=CC=C1 6-(chloro(phenyl)methyl)-N2-methyl-N4-((1S,2S)-2-methylcyclopropyl)pyridine-2,4-dicarboxamide